FC(C1=CC(=NC=C1)OCC(=O)NN)(F)F 2-{[4-(trifluoromethyl)pyridin-2-yl]oxy}acetyl-hydrazine